OCC(=O)N[C@@H]1[C@H](CC(C(O)=O)(O)O[C@H]1[C@H](O)[C@H](O)CO)O N-Hydroxyacetylneuraminic acid